2-methyl-N-(5-pyrrolidin-1-yl-2-pyridyl)propionamide CC(C(=O)NC1=NC=C(C=C1)N1CCCC1)C